6-[2-[(1S,5R)-3-azabicyclo[3.1.0]hex-6-yl]-8-fluoro-imidazo[1,2-a]pyridin-6-yl]-2,8-dimethyl-imidazo[1,2-b]pyridazine [C@@H]12CNC[C@H]2C1C=1N=C2N(C=C(C=C2F)C=2C=C(C=3N(N2)C=C(N3)C)C)C1